2-[2-(azetidin-1-yl)-3-pyridyl]-7-[[4-[1-methyl-4-(trifluoromethyl)imidazol-2-yl]phenyl]methyl]-5H-pyrrolo[3,2-d]pyrimidine N1(CCC1)C1=NC=CC=C1C=1N=CC2=C(N1)C(=CN2)CC2=CC=C(C=C2)C=2N(C=C(N2)C(F)(F)F)C